ClC1=CC=C(CN2C(=NC=3N(C(N(C(C23)=O)CCCO)=O)C)C#CC(C)OCC2CC2)C=C1 (4-chlorobenzyl)-8-(3-(cyclopropylmethoxy)but-1-yn-1-yl)-1-(3-hydroxypropyl)-3-methyl-3,7-dihydro-1H-purine-2,6-dione